5-methyl-6-oxabicyclo[3.1.0]hexan-2-one CC12CCC(C2O1)=O